ClC(C(=O)[O-])(C)Cl.[Na+] Sodium 2,2-dichloropropionate